FC=1C=C(C=CC1OC1=CC=NC2=CC(=C(C=C12)OC)OCCN1CC(C1)COC)NC(=O)C1=C2C(=CN(C1=O)C1=CC=C(C=C1)F)CCO2 N-(3-fluoro-4-((6-methoxy-7-(2-(3-(methoxymethyl)azetidin-1-yl)ethoxy)quinolin-4-yl)oxy)phenyl)-5-(4-fluorophenyl)-6-oxo-2,3,5,6-tetrahydrofuro[3,2-c]pyridine-7-carboxamide